yttrium diethylhexanoate C(C)C(C(=O)[O-])(CCCC)CC.[Y+3].C(C)C(C(=O)[O-])(CCCC)CC.C(C)C(C(=O)[O-])(CCCC)CC